FC1=C(C=CC(=C1)C1=NNC(OC1)=O)C1=C(C=C(C=C1)F)C 5-(2,4'-Difluoro-2'-methyl[1,1'-biphenyl]-4-yl)-3,6-dihydro-2H-1,3,4-oxadiazin-2-one